tert-butyl (E)-(2-(2-(2-(N-((1,2,3,5,6,7-hexahydro-s-indacen-4-yl)carbamoyl)sulfamoyl)vinyl)azetidin-1-yl)ethyl)(methyl)carbamate C1CCC2=C(C=3CCCC3C=C12)NC(=O)NS(=O)(=O)/C=C/C1N(CC1)CCN(C(OC(C)(C)C)=O)C